4-[4-[[2-[2-[Tert-butoxycarbonyl(2,2,2-trifluoroethyl)amino]-4-pyridyl]oxazole-4-carbonyl]amino]-3-(4-methylpiperazine-1-carbonyl)pyrazol-1-yl]benzoic acid C(C)(C)(C)OC(=O)N(C1=NC=CC(=C1)C=1OC=C(N1)C(=O)NC=1C(=NN(C1)C1=CC=C(C(=O)O)C=C1)C(=O)N1CCN(CC1)C)CC(F)(F)F